(S)-2-chloro-1-fluoro-12-(methylthio)-5a,6,9,10-tetrahydro-5H,8H-4,7-dioxa-3,10a,11,13-tetraazanaphtho[1,8-ab]heptalene ClC=1C(=C2N=C(N=C3C2=C(OC[C@@H]2COCCCN32)N1)SC)F